ClC=1C=C(C=CC1N1C(N(C=C1)C)=O)C1=C(C(=CC(=C1)F)C1=CC(=NC(=C1)C)N1C[C@H](CC1)NC(OC(C)(C)C)=O)OC (S)-tert-butyl (1-(4-(3'-chloro-5-fluoro-2-methoxy-4'-(3-methyl-2-oxo-2,3-dihydro-1H-imidazol-1-yl)-[1,1'-biphenyl]-3-yl)-6-methylpyridin-2-yl)pyrrolidin-3-yl)carbamate